N-(5'-(1-((5-Cyclopropyl-1H-pyrazol-3-yl)amino)-1-oxopropan-2-yl)-2',3-difluoro-[1,1'-biphenyl]-4-yl)acrylamid C1(CC1)C1=CC(=NN1)NC(C(C)C=1C=CC(=C(C1)C1=CC(=C(C=C1)NC(C=C)=O)F)F)=O